COC1=CC=C(C=N1)CN1C2CN(CC1C2)C=2C=CC=1N(C2)N=CC1C#N 6-(6-((6-methoxypyridin-3-yl)methyl)-3,6-diazabicyclo[3.1.1]heptan-3-yl)pyrazolo[1,5-a]pyridin-3-carbonitrile